hydrazinoquinoxaline C1=CC=C2C(=C1)N=CC(=N2)NN